2-(2-(2-hydroxyethoxy)ethoxy)propane OCCOCCOC(C)C